C(C)OC(C(=O)OCC)=O oxalic diethyl ester